BrC1=C2C=C(N(C2=C(C=C1C)F)S(=O)(=O)C1=CC=C(C)C=C1)S(=O)(=O)Cl 4-bromo-7-fluoro-5-methyl-1-tosyl-1H-indole-2-sulfonyl chloride